2-[3-(N-methyl-N-phenylethylamino)propyl]-2,3,4,9-tetrahydro-1H-pyrido[3,4-b]indole CN(CCC1=CC=CC=C1)CCCN1CC=2NC3=CC=CC=C3C2CC1